6-(1-((6,7-dihydro-5H-pyrrolo[1,2-a]imidazol-3-yl)sulfonyl)piperidin-4-yl)-7-methyl-[1,2,4]triazolo[1,5-a]pyridine N1=C2N(C(=C1)S(=O)(=O)N1CCC(CC1)C=1C(=CC=3N(C1)N=CN3)C)CCC2